cyclohexanone copper [Cu].C1(CCCCC1)=O